1,2-Diethyldisulfane C(C)SSCC